pyrrolo[1,2,4]triazine N1N=CN=C2C1=CC=N2